FC=1C=C(C=O)C=C(C1C=1C=C2C(=CN1)N(N=C2C=2C=NN(C2)C)COCC[Si](C)(C)C)C 3-fluoro-5-methyl-4-(3-(1-methyl-1H-pyrazol-4-yl)-1-((2-(trimethylsilyl)ethoxy)methyl)-1H-pyrazolo[3,4-c]Pyridin-5-yl)benzaldehyde